4-hydroxy-4-methyl-pentan-2-one OC(CC(C)=O)(C)C